(3-chloro-6-methoxypyridin-2-yl)(3-{[2-(4-cyclopropylphenyl)imidazo[1,2-a]pyrimidin-3-yl]methyl}-3,8-diazabicyclo[3.2.1]oct-8-yl)methanone ClC=1C(=NC(=CC1)OC)C(=O)N1C2CN(CC1CC2)CC2=C(N=C1N2C=CC=N1)C1=CC=C(C=C1)C1CC1